N-((S)-1-((3R,5'S)-5'-cyano-2-oxospiro[indoline-3,3'-pyrrolidin]-1'-yl)-4-(methyl-d3)-1-oxopent-2-yl-4,5,5,5-d4)-4,6,7-trifluoro-N-(methyl-d3)-1H-indole-2-carboxamide C(#N)[C@@H]1C[C@@]2(CN1C([C@H](CC(C([2H])([2H])[2H])([2H])C([2H])([2H])[2H])N(C(=O)C=1NC3=C(C(=CC(=C3C1)F)F)F)C([2H])([2H])[2H])=O)C(NC1=CC=CC=C12)=O